3',6'-bis(diethylamino)-5H-spiro[furan-2,9'-xanthen]-5-one C(C)N(C=1C=CC=2C3(C4=CC=C(C=C4OC2C1)N(CC)CC)OC(C=C3)=O)CC